2-(4-fluorophenyl)-3-oxopyridazine-4-carboxamide FC1=CC=C(C=C1)N1N=CC=C(C1=O)C(=O)N